N=1C=C(N2C1C=NC=C2)C(=O)N2CCC1=CC=C(C=C21)C(=O)NC2=CC(=CC(=C2)C(F)(F)F)N2C=NC(=C2)C 1-(Imidazo[1,2-a]pyrazin-3-carbonyl)-N-(3-(4-methyl-1H-imidazol-1-yl)-5-(trifluoromethyl)phenyl)indolin-6-carboxamid